N,N,N-Trimethyl-2-[(1-oxo-2-propenyl)oxy]-ethanaminium chlorid [Cl-].C[N+](CCOC(C=C)=O)(C)C